ClC=1C=C(C=C(C1)Cl)C1(CC(=NO1)N1CC2=C(C1)C=C(S2)C(=O)NOC(C)C)C(F)(F)F 5-(5-(3,5-dichlorophenyl)-5-(trifluoromethyl)-4,5-dihydroisoxazol-3-yl)-N-isopropoxy-5,6-dihydro-4H-thieno[2,3-c]pyrrole-2-carboxamide